CN(CCOC1=CC=C(NC=2N=CC3=C(N2)N(C(C(=C3)N3CCN(C2=CC=C(C=C32)OC)C(=O)OC(C)(C)C)=O)C)C=C1)C tert-butyl 4-[2-[4-[2-(dimethylamino)ethoxy]anilino]-8-methyl-7-oxo-pyrido[2,3-d]pyrimidin-6-yl]-6-methoxy-2,3-dihydroquinoxaline-1-carboxylate